9-octyl-9-borabicyclo[3.3.1]nonane C(CCCCCCC)B1C2CCCC1CCC2